COP(OC)=O dimethoxyphosphine oxide